C(C)OC(=O)C1=C(SC(=C1C)N1N=CC=N1)NC(=O)NC1(CC1)C(=O)OC(C)(C)C 2-(3-(1-(tert-butoxycarbonyl)cyclopropyl)ureido)-4-methyl-5-(2H-1,2,3-triazole-2-Yl)thiophene-3-carboxylic acid ethyl ester